C(#N)C=1C=CC(=NC1)C1=CC=C(\C=N\OCC=2C=CC=3N(C2)C(=C(N3)C3=CC=CC=C3)NC3=CC=C(C(=O)O)C=C3)C=C1 (E)-4-((6-((((4-(5-cyanopyridin-2-yl)benzylidene)amino)oxy)methyl)-2-phenylimidazo[1,2-a]pyridin-3-yl)amino)benzoic acid